(R)-3-[2-[3-(8-amino-4-methyl-pyrimido[5,4-d]pyrimidin-2-yl)-4-methyl-phenyl]ethynyl]-3-hydroxy-1-methyl-pyrrolidin-2-one NC1=NC=NC2=C1N=C(N=C2C)C=2C=C(C=CC2C)C#C[C@]2(C(N(CC2)C)=O)O